[C@H]12COC[C@H](CNC1)N2C2=NC(=NC1=C(C(=CC=C21)C2=CC(=CC1=CC=CC=C21)O)F)OCC21CCCN1CC(C2)(F)F 4-(4-((1R,5S)-3-oxa-7,9-diazabicyclo[3.3.1]nonan-9-yl)-2-((2,2-difluorotetrahydro-1H-pyrrolizin-7a(5H)-yl)methoxy)-8-fluoroquinazolin-7-yl)naphthalen-2-ol